FC(S(=O)(=O)[O-])(F)F.C(CCCCCCC)OC(C[NH+](C)C)=O (octoxy-2-oxoethyl)dimethylammonium trifluoromethanesulfonate